ClC(CCCCC(C)=O)Cl 7,7-dichloro-2-heptanone